N-(oxazol-5-ylmethyl)-4-(1-propionylindol-5-yl)benzamide Methyl-(S)-3-((2-(3-aminopiperidin-1-yl)-5-carbamoylpyrimidin-4-yl)amino)-5-(2-cyanopropan-2-yl)benzoate COC(C1=CC(=CC(=C1)C(C)(C)C#N)NC1=NC(=NC=C1C(N)=O)N1C[C@H](CCC1)N)=O.O1C=NC=C1CNC(C1=CC=C(C=C1)C=1C=C2C=CN(C2=CC1)C(CC)=O)=O